(S)-N-(3-chloro-2-fluorophenyl)-N-methyl-7-(1-methyl-1H-pyrazol-4-yl)-6-(1-(pyrimidin-2-yl)ethoxy)quinazolin-4-amine ClC=1C(=C(C=CC1)N(C1=NC=NC2=CC(=C(C=C12)O[C@@H](C)C1=NC=CC=N1)C=1C=NN(C1)C)C)F